(E)-1-(3-(4-Hydroxy-3,5-dimethoxyphenyl)acryloyl)-5,6-dihydropyridin-2(1H)-one OC1=C(C=C(C=C1OC)/C=C/C(=O)N1C(C=CCC1)=O)OC